N1N=CC2=CC(=CC=C12)NC1=NC(=NC=C1)C=1C=C2C(=CNC2=CC1)C(=O)NC(C)C 5-(4-((1H-indazol-5-yl)amino)pyrimidin-2-yl)-N-isopropyl-1H-indole-3-carboxamide